FC(C(C(C(F)(F)F)(F)F)(F)F)(S(=O)(=O)[O-])F Perfluoro-1-butanesulfonate